C1([C@H](O)[C@@H](O)[C@H](O)CO1)NC1=CC=CC=C1 2-(D-xylopyranosylamino)benzene